C(#C)C=1C=C(C=CC1)C(C)O 1-(3-Ethynylphenyl)ethan-1-ol